CN1C[C@@H]2N(CC[C@@H]2C1)C1=C(C=C(C(=C1)OC)NC1=NC=CC(=N1)C=1C=NN2C1CCCC2)N 4-{(3aR,6aR)-5-methylhexahydropyrrolo[3,4-b]pyrrol-1(2H)-yl}-6-methoxy-N-[4-(4,5,6,7-tetrahydropyrazolo[1,5-a]pyridin-3-yl)pyrimidin-2-yl]benzene-1,3-diamine